Br[C@@H]1C(NC(CC1)=O)=O (S)-3-bromopiperidine-2,6-dione